ClC=1C(=CC(=NC1)NC1COC(C1)(C)C)C=1C=C2N(C[C@@H](N(C2=O)CC2=C(C=CC(=C2)F)CO)COC)C1 (3R)-7-(5-chloro-2-((5,5-dimethyltetrahydrofuran-3-yl)amino)pyridine-4-yl)-2-(5-fluoro-2-(hydroxymethyl)benzyl)-3-(methoxymethyl)-3,4-dihydropyrrolo[1,2-a]pyrazine-1(2H)-one